4-(S)-[2-Phenylmethanesulfonylamino-2-(2-thiophen-2-ylthiazol-4-yl)ethyl]-phenylsulfamic acid C1(=CC=CC=C1)CS(=O)(=O)NC(CC1=CC=C(C=C1)NS(O)(=O)=O)C=1N=C(SC1)C=1SC=CC1